6-(2-chloro-6-fluorophenyl)-2-((4-(4-methylpiperazin-1-yl)-2-(trifluoromethyl)phenyl)amino)-8,9-dihydroimidazo[1,2-a]pyrimido[5,4-e]pyrimidin-5(6H)-one ClC1=C(C(=CC=C1)F)N1C=2N(C3=C(C1=O)C=NC(=N3)NC3=C(C=C(C=C3)N3CCN(CC3)C)C(F)(F)F)CCN2